COC=1C=C(C=CC1OC)C=1NC2=CC=C(C=C2C1C)C1CCN(CC1)CC=1N(C=CN1)C 2-(3,4-dimethoxyphenyl)-3-methyl-5-(1-((1-methyl-1H-imidazol-2-yl)methyl)piperidin-4-yl)-1H-indole